aniline salicylate C(C=1C(O)=CC=CC1)(=O)O.NC1=CC=CC=C1